COC1=C2C(=C(N=N1)C)N(C=N2)C 4-methoxy-1,7-dimethyl-1H-imidazo[4,5-d]pyridazine